(R)-2-((R)-2-tert-butoxycarbonylamino-3-phenylpropionylamino)-4-methylpentanamide C(C)(C)(C)OC(=O)N[C@@H](C(=O)N[C@@H](C(=O)N)CC(C)C)CC1=CC=CC=C1